C(C)(C)(C)OC(=O)N1C2=C(C3=CC=C(C=C13)C=C)C(=NC=N2)Cl 4-chloro-7-vinyl-9H-pyrimido[4,5-b]indole-9-carboxylic acid tert-butyl ester